trans-3-(3-(trifluoro-methyl)phenyl)cyclobutanol FC(C=1C=C(C=CC1)[C@@H]1C[C@H](C1)O)(F)F